COC1=C2C(=NC(=C1)C1=CNC3=CN=C(C=C31)NC(C)=O)C3(OC2)COCC3 N-(3-(4'-methoxy-4,5-dihydro-2H,5'H-spiro[furan-3,7'-furo[3,4-b]pyridin]-2'-yl)-1H-pyrrolo[2,3-c]pyridin-5-yl)acetamide